N-(2-(4-(3-(3-bromo-4-ethoxyphenyl)-1,2,4-oxadiazol-5-yl)piperidin-1-yl)-2-oxoethyl)benzamide BrC=1C=C(C=CC1OCC)C1=NOC(=N1)C1CCN(CC1)C(CNC(C1=CC=CC=C1)=O)=O